3-fluoro-1-oxido-2-[1-(2,2,3,3,3-pentafluoropropyl)pyrazolo[3,4-c]pyridin-5-yl]quinolin-1-ium FC=1C(=[N+](C2=CC=CC=C2C1)[O-])C=1C=C2C(=CN1)N(N=C2)CC(C(F)(F)F)(F)F